6-benzyl-4-((5-(5-(difluoromethyl)-2,4-difluoro-3-hydroxyphenyl)-1,3,4-thiadiazol-2-yl)methyl)-4,6-diazaspiro[2.4]heptane-5,7-dione C(C1=CC=CC=C1)N1C(N(C2(CC2)C1=O)CC=1SC(=NN1)C1=C(C(=C(C(=C1)C(F)F)F)O)F)=O